(3-chloro-4-(6-(1-methylcyclopropoxy)-9-((4-methylpyridin-2-yl)methyl)-9H-purin-8-yl)phenyl)(4-hydroxypiperidin-1-yl)methanone ClC=1C=C(C=CC1C=1N(C2=NC=NC(=C2N1)OC1(CC1)C)CC1=NC=CC(=C1)C)C(=O)N1CCC(CC1)O